NC1=NC=C(C2=C1C(=C(S2)C2=C(C=C(C=C2)NC(C=CC)=O)C)C2=CC(=C(C=C2)OC2=NC=CC(=N2)C)F)C(=O)N 4-amino-3-(3-fluoro-4-((4-methylpyrimidin-2-yl)oxy)phenyl)-2-(4-methylacrylamido-2-methylphenyl)thieno[3,2-c]pyridine-7-carboxamide